F[C@H]1CN(CC[C@H]1NC1=CC=CN2C(=C(C=C12)C#CCNC1=C(C=C(C(=O)NC)C=C1)OC([2H])([2H])[2H])SC(F)(F)F)C 4-((3-(8-(((3S,4R)-3-fluoro-1-methylpiperidin-4-yl)amino)-3-((trifluoromethyl)thio)indolizin-2-yl)prop-2-yn-1-yl)amino)-3-(methoxy-d3)-N-methylbenzamide